2,6-di-tert-butyl-4-methylphenyl-2,4-di-tertoctylphenyl-pentaerythritol diphosphite OP(O)OP(O)O.C(C)(C)(C)C1=C(C(=CC(=C1)C)C(C)(C)C)C(O)(C(CO)(CO)CO)C1=C(C=C(C=C1)C(C)(C)CC(C)(C)C)C(C)(C)CC(C)(C)C